CC1CC(OC1(C(F)(F)F)C)(C(=O)N)[2H] 4,5-dimethyl-5-(trifluoromethyl)tetrahydrofuran-2-carboxamide-2-d